(R)-2-(difluoromethyl)-8,8-dimethyl-N-(2-(trifluoromethyl)pyridin-4-yl)-7,8-dihydro-6H-cyclopenta[e]pyrazolo[1,5-a]pyrimidine-6-carboxamide FC(C1=NN2C(N=CC3=C2C(C[C@H]3C(=O)NC3=CC(=NC=C3)C(F)(F)F)(C)C)=C1)F